C(C)(C)(C)OC(=O)N(CCOCCOCCOCCOCCOCCOCCOC/C=C/C(=O)OCC)C(=O)OC(C)(C)C ethyl (E)-4-[2-[2-[2-[2-[2-[2-[2-[bis(tertbutoxycarbonyl)amino]ethoxy]ethoxy]ethoxy]-ethoxy]ethoxy]ethoxy]ethoxy]but-2-enoate